2-[3-(2H-benzotriazol-2-yl)-4-hydroxyphenyl]ethyl methacrylat C(C(=C)C)(=O)OCCC1=CC(=C(C=C1)O)N1N=C2C(=N1)C=CC=C2